C(C)(C)OC1=CC=2N(C=C1C(NC1=NC(=CC=C1)C(F)(F)F)=O)C=C(N2)C2CCN(CC2)CC(=O)O 2-[4-[7-isopropoxy-6-[[6-(trifluoromethyl)-2-pyridinyl]carbamoyl]imidazo[1,2-a]pyridin-2-yl]-1-piperidinyl]acetic acid